C(C=C)(=O)N1[C@H](CN(CC1)C1=NC(=NC=2CC(CCC12)N1CCCC2=CC=CC=C12)NC1CCN(CC1)C)CC#N 2-((2S)-1-Acryloyl-4-(7-(3,4-dihydroquinolin-1(2H)-yl)-2-((1-methylpiperidin-4-yl)amino)-5,6,7,8-tetrahydroquinazolin-4-yl)piperazin-2-yl)acetonitrile